tert-butyl (E)-2-(((Z)-5-bromo-3-(2,3-difluorobenzyl)pyrazin-2(1H)-ylidene)amino)-3-(5-methylfuran-2-yl)acrylate BrC=1N=C(/C(/NC1)=N/C(/C(=O)OC(C)(C)C)=C/C=1OC(=CC1)C)CC1=C(C(=CC=C1)F)F